Bis-(2-(2-hydroxyethyl-amino)ethyl)ether OCCNCCOCCNCCO